N-(2-(dibenzo[b,d]thiophen-2-yl)phenyl)-4'-fluoro-[1,1'-biphenyl]-4-amine C1=C(C=CC=2SC3=C(C21)C=CC=C3)C3=C(C=CC=C3)NC3=CC=C(C=C3)C3=CC=C(C=C3)F